dimethyl-diethyleneglycol CC(COCCO)(C)O